NC1=NC2(NC(=N1)NC1=CC(=CC=C1)Br)CCC(CC2)NC([O-])=O 2-amino-4-((3-bromophenyl) amino)-1,3,5-triazaspiro[5.5]undec-1,3-dien-9-ylcarbamate